C(C)NC1=CC2=C(OC(O2)(F)F)C=C1 N-ethyl-2,2-difluorobenzo[d][1,3]dioxol-5-amine